CC1=CC=C(CN2N=CC3=CC(=CC=C23)C(=O)O)C=C1 1-(4-Methylbenzyl)-1H-indazole-5-carboxylic acid